3-(3-(4-(((1S,4S)-2,5-Diazabicyclo[2.2.1]heptan-2-yl)methyl)phenyl)-5-phenyl-3H-imidazo[4,5-b]pyridin-2-yl)pyridin-2-amine [C@@H]12N(C[C@@H](NC1)C2)CC2=CC=C(C=C2)N2C(=NC=1C2=NC(=CC1)C1=CC=CC=C1)C=1C(=NC=CC1)N